C(C)(C)(C)NS(=O)(=O)C1=CC(=CC=C1)NC1=NC(=NC=C1C)NC1=CC=C(C=C1)N1CCC(CC1)N(C)CC=1N=NC(=CC1)N1C(NC(CC1)=O)=O N-(tert-butyl)-3-((2-((4-(4-(((6-(2,4-dioxotetrahydropyrimidin-1(2H)-yl)pyridazin-3-yl)methyl)(methyl)amino)piperidin-1-yl)phenyl)amino)-5-methylpyrimidin-4-yl)amino)benzenesulfonamide